C12(CC(C1)C2)C(=O)N2[C@H]([C@H](C(C2)(F)F)NS(=O)(=O)C)CC2=C(C(=CC=C2)C2=NC(=CC=C2)C)F N-[(2S,3R)-1-(bicyclo[1.1.1]pentane-1-carbonyl)-4,4-difluoro-2-{[2-fluoro-3-(6-methylpyridin-2-yl)phenyl]methyl}-pyrrolidin-3-yl]methanesulfonamide